1-heneicosanoyl-2-(4Z,7Z,10Z,13Z,16Z,19Z-docosahexaenoyl)-sn-glycero-3-phosphocholine CCCCCCCCCCCCCCCCCCCCC(=O)OC[C@H](COP(=O)([O-])OCC[N+](C)(C)C)OC(=O)CC/C=C\C/C=C\C/C=C\C/C=C\C/C=C\C/C=C\CC